3-(5-chloro-4-oxobenzo[d][1,2,3]triazin-3(4H)-yl)piperidin-2,6-dione ClC1=CC=CC=2N=NN(C(C21)=O)C2C(NC(CC2)=O)=O